3-[4-(5-chloropyridine-3-sulfonyl)phenyl]-1-(pyridin-3-ylmethyl)urea ClC=1C=C(C=NC1)S(=O)(=O)C1=CC=C(C=C1)NC(NCC=1C=NC=CC1)=O